ClC1=C(C=C(C=C1)C1=COC2=C(C1=O)C=CC(=C2)O)OCCN2CCOCC2 3-(4-chloro-3-(2-morpholinoethoxy)phenyl)-7-hydroxy-4H-benzopyran-4-one